ethyl-(1-methyl-1H-pyrazol-5-yl)methanol C(C)C(O)C1=CC=NN1C